methyl 2-((9-(1-(4-chloro-2-fluorophenyl)ethyl)-3,4-dihydrobenzo[4,5]imidazo[1,2-a]pyrazin-2(1H)-yl)methyl)-1-(((S)-oxetan-2-yl)methyl)-1H-benzo[d]imidazole-6-carboxylate ClC1=CC(=C(C=C1)C(C)C1=CC=CC2=C1N=C1N2CCN(C1)CC1=NC2=C(N1C[C@H]1OCC1)C=C(C=C2)C(=O)OC)F